7-methoxy-1,9-dimethyl-6-(4-(naphthalen-2-ylsulfonyl)piperazin-1-yl)-9H-pyrido[3,4-b]indole COC1=C(C=C2C3=C(N(C2=C1)C)C(=NC=C3)C)N3CCN(CC3)S(=O)(=O)C3=CC1=CC=CC=C1C=C3